(4Z)-2-(2-adamantylamino)-4-(1,3-benzothiazol-6-ylmethylene)-1H-imidazol-5-one C12C(C3CC(CC(C1)C3)C2)NC=2NC(/C(/N2)=C/C2=CC3=C(N=CS3)C=C2)=O